N,N-dipropyl-N-methyl-N-amylammonium C(CC)[N+](CCCCC)(C)CCC